N-(3-(1-benzyl-1H-pyrazol-4-yl)-5-fluorobenzyl)-8-cyclopentyl-7H-purine-6-carboxamide C(C1=CC=CC=C1)N1N=CC(=C1)C=1C=C(CNC(=O)C2=C3NC(=NC3=NC=N2)C2CCCC2)C=C(C1)F